NC=1C(=C2N(C=CC(=N2)C)C1C1=C(C(=CC=C1C)OC)C)C(=O)N 7-amino-6-(3-methoxy-2,6-dimethyl-phenyl)-2-methyl-pyrrolo[1,2-a]pyrimidine-8-carboxamide